(S)-5-((2-(1-amino-1,3-dihydrospiro[indene-2,4'-piperidin]-1'-yl)-1H-imidazo[4,5-b]pyrazin-5-yl)thio)quinoxalin-2(1H)-one N[C@@H]1C2=CC=CC=C2CC12CCN(CC2)C2=NC=1C(=NC=C(N1)SC1=C3N=CC(NC3=CC=C1)=O)N2